1,5,9,9-tetramethyl-12-oxabicyclo[9.1.0]dodeca-4,7-diene CC12CCC=C(CC=CC(CC2O1)(C)C)C